COC1=CC=C2C=C(C(OC2=C1)=O)C(=O)O 7-methoxycoumarin-3-carboxylic acid